S1C=NC2=C1C=C(C=C2)C(C#C)NC=2C=C1C(=C(C=NC1=C(C2)Cl)C#N)NC2=CC(=C(C=C2)F)Cl 6-((1-(benzo[d]thiazol-6-yl)prop-2-yn-1-yl)amino)-8-chloro-4-((3-chloro-4-fluorophenyl)amino)quinoline-3-carbonitrile